ClC1=C(C(=O)O)C=CC=C1OC 2-chloro-3-methoxybenzoic acid